C(C)N1CCC(CC1)OC1=CC=C(C=C1)NC=1N=CC2=C(N1)C(=CS2)C=2C=NNC2 N-(4-(1-ethyl-piperidin-4-yloxy)phenyl)-7-(1H-pyrazol-4-yl)thieno[3,2-d]pyrimidin-2-amine